2-(tetrahydrofuran-2-yl)morpholine tert-Butyl-2-(4-(ethoxycarbonyl)-1-(2-(trifluoromethyl)phenyl)-1H-pyrazol-5-yl)-7-azaspiro[3.5]non-1-ene-7-carboxylate C(C)(C)(C)OC(=O)N1CCC2(CC(=C2)C2=C(C=NN2C2=C(C=CC=C2)C(F)(F)F)C(=O)OCC)CC1.O1C(CCC1)C1CNCCO1